C(C)S(=O)(=O)O.COC(=O)C1=CC=C2C=CNC2=C1 indole-6-carboxylic acid methyl ester ethanesulfonate